[Si](C1=CC=CC=C1)(C1=CC=CC=C1)(C(C)(C)C)OCC[C@H](CCC)NC=1C2=C(N=C(N1)NC(OC)=O)C=NN2CC2=NC=C(C=C2OC)CCl methyl (S)-(7-((1-((tert-butyldiphenylsilyl)oxy)hexan-3-yl)amino)-1-((5-(chloromethyl)-3-methoxypyridin-2-yl)methyl)-1H-pyrazolo[4,3-d]pyrimidin-5-yl)carbamate